C(=O)O.O=C1C(=C(C=NN1)N1C(CCC1)COCCCN1CCN(CC1)C1=CC=C(C=N1)C#N)C(F)(F)F 6-[4-(3-[[1-[6-oxo-5-(trifluoromethyl)-1,6-dihydropyridazin-4-yl]pyrrolidin-2-yl]methoxy]propyl)piperazin-1-yl]pyridine-3-carbonitrile formic acid salt